N,N-bis(hydroxyethyl)benzamide 10H-phenoxazine-10-carboxylate C1=CC=CC=2OC3=CC=CC=C3N(C12)C(=O)O.OCCN(C(C1=CC=CC=C1)=O)CCO